4-methyl-6-(3-(trifluoromethyl)piperidin-1-yl)pyridineformylhydrazine CC1=CC(=NC(=C1)N1CC(CCC1)C(F)(F)F)C(=O)NN